C[C@H](CCCC(C)(C)O[C@H]1[C@@H]([C@H]([C@@H]([C@H](O1)C(=O)O)O)O)O)[C@H]2CC[C@@H]\\3[C@@]2(CCC/C3=C\\C=C/4\\C[C@H](C[C@@H](C4=C)O)O)C The molecule is a steroid glucosiduronic acid that is calcitriol in which the hydroxy hydrogen at position 25 has been replaced by a beta-D-glucuronyl residue. It has a role as a human xenobiotic metabolite. It is a steroid glucosiduronic acid, a member of D3 vitamins and a beta-D-glucosiduronic acid. It derives from a calcitriol. It is a conjugate acid of a calcitriol 25-O-(beta-D-glucuronate).